FC(C1=NC=CC(=C1)C(=O)O)(F)F 2-(trifluoromethyl)pyridine-4-carboxylic acid